C(C)(C)(C)OC(NC1=C(C=C(C=C1C)C(CO)(F)F)C)=O {4-(1,1-difluoro-2-hydroxyethyl)-2,6-dimethylphenyl}carbamic acid tert-butyl ester